1-(3-chloro-2,4-dimethyl-5,7-dihydro-6H-pyrrolo[3,4-b]pyridin-6-yl)-2-[trans-2-(pyrimidin-5-yl)cyclopropyl]ethanone calcium [Ca].ClC=1C(=C2C(=NC1C)CN(C2)C(C[C@H]2[C@@H](C2)C=2C=NC=NC2)=O)C